C1(=CC=CC=C1)S(=O)(=O)/C=C/C(=O)C1=CC=C(C=C1)C(F)(F)F (E)-3-(phenylsulfonyl)-1-(4-(trifluoromethyl)phenyl)prop-2-en-1-one